C[Si](C)(C)[N-][Si](C)(C)C.[Li+] lithium (1+) bis(trimethylsilyl)azanide